N-((R)-cyclopropyl(2-fluoro-4-(trifluoromethyl)phenyl)methyl)-1-(2-ethoxy-5-(methylsulfonyl)benzoyl)-D-prolinamide C1(CC1)[C@@H](NC([C@@H]1N(CCC1)C(C1=C(C=CC(=C1)S(=O)(=O)C)OCC)=O)=O)C1=C(C=C(C=C1)C(F)(F)F)F